CCOCCOCCOCCOCC 3,6,9,12-tetraoxatetradecan